CNC1=C(C(C1=O)=O)NCCCN(CCCCCCCC(=O)OCCC(CCCCCC)CCCCCC)CCCCCCCC(=O)OCCC(CCCCCC)CCCCCC Bis(3-hexylnonyl) 8,8'-((3-((2-(methylamino)-3,4-dioxocyclobut-1-en-1-yl)amino)propyl)azanediyl)dioctanoate